C(C)OC(=O)[C@H]1NC[C@@H]([C@H]1C)O (2S,3S,4R)-4-hydroxy-3-methylpyrrolidine-2-carboxylic acid ethyl ester